Cl.FC(OCC1(CC1)NC(=O)C=1C=NN2C1CNC(C2)C)F N-{1-[(difluoromethoxy)methyl]cyclopropyl}-6-methyl-4H,5H,6H,7H-pyrazolo[1,5-a]pyrazine-3-carboxamide hydrochloride